(2-neopentylpyrimidin-5-yl)methanol C(C(C)(C)C)C1=NC=C(C=N1)CO